cyclopentyl-azacyclohexyl-Pentyl-azacyclopentyl-azacyclohexyl-azacyclopentyl-azapiperidine C1(CCCC1)C1(C(N(N(CC1)N1CCCC1)N1CCCCC1)(N1CCCC1)CCCCC)N1CCCCC1